CN1C(=NN=C1)CC1(COCC1)C=1C=C(C=CC1)N1CC2=C(C=C(C=C2C1=O)C=O)C(F)(F)F 2-(3-{3-[(4-methyl-1,2,4-triazol-3-yl)methyl]oxolan-3-yl}phenyl)-3-oxo-7-(trifluoromethyl)-1H-isoindole-5-carbaldehyde